oxacyclohexane-4-carboxaldehyde O1CCC(CC1)C=O